C(C)(=O)C=1C(=C(NC1C)C=O)C=1C=C(C=CC1)C 4-acetyl-5-methyl-3-(m-tolyl)-1H-pyrrole-2-carbaldehyde